N[C@@H]1CC[C@H](CC1)CO\N=C/1\C(C=2C(=NC=NC2C2=C1C=C(C=C2)OC)N)(C)C (6Z)-6-[(trans-4-aminocyclohexyl)methoxyimino]-8-methoxy-5,5-dimethyl-benzo[h]quinazolin-4-amine